Ethyl 2-(4-((4-(4-chlorophenyl)-5-oxo-4,5-dihydro-1H-1,2,4-triazol-1-yl)methyl)-2-methylphenoxy)-2-methylpropionate ClC1=CC=C(C=C1)N1C=NN(C1=O)CC1=CC(=C(OC(C(=O)OCC)(C)C)C=C1)C